rac-(1S*,2S*)-N-(5-((4-(1H-imidazol-2-yl)benzyl)oxy)pyridazin-3-yl)-2-(3-chlorophenyl)cyclopropane-1-carboxamide N1C(=NC=C1)C1=CC=C(COC=2C=C(N=NC2)NC(=O)[C@@H]2[C@H](C2)C2=CC(=CC=C2)Cl)C=C1 |r|